5-[2-[tert-butyl(dimethyl)silyl]oxyethyl]pyrazol-1-yl-1,6-diazabicyclo[3.2.1]oct-3-en-7-one [Si](C)(C)(C(C)(C)C)OCCC1=CC=NN1C1N2C(NC(C=C1)C2)=O